C1=CC=C(C=C1)N(C2=CC=C(C=C2)Br)C3=CC=C(C=C3)Br 4,4'-Dibromotriphenylamine